5-(piperidin-4-yl)-8-(trifluoromethyl)isoquinoline 3,5-bis(trifluoromethyl)benzyl-(5-bromo-2,3-dihydro-1H-inden-1-yl)carbamate FC(C=1C=C(CN(C(O)=O)C2CCC3=CC(=CC=C23)Br)C=C(C1)C(F)(F)F)(F)F.N1CCC(CC1)C1=C2C=CN=CC2=C(C=C1)C(F)(F)F